ClC=1C=C(C=CC1Cl)C=1N(C(=CC(C1C(=O)O)=O)CN1N=C(C=C1)O)CC 2-(3,4-dichlorophenyl)-1-ethyl-6-((3-hydroxy-1H-pyrazol-1-yl)methyl)-4-oxo-1,4-dihydropyridine-3-carboxylic acid